FC1=CC(=C(C(=O)O)C=C1OCCCCCSC(F)(F)F)C 4-fluoro-2-methyl-5-({5-[(trifluoromethyl)thio]pentyl}oxy)benzoic acid